C(C)(C)(C)C1=CC(=NO1)NC(NC1=CC=C2/C(/C(NC2=C1)=O)=C/C1=C(C(=C(N1)C)NC(CN1CCOCC1)=O)C)=O (Z)-N-(5-((6-(3-(5-(tert-butyl)isoxazol-3-yl)ureido)-2-oxindol-3-ylidene)methyl)-2,4-dimethyl-1H-pyrrol-3-yl)-2-morpholinylacetamide